2-[p-(Isopropylthio)phenyl]-4-propyl-1,2-dihydro-2,3,1-benzodiazaborinin-1-ol C(C)(C)SC1=CC=C(C=C1)N1B(C2=C(C(=N1)CCC)C=CC=C2)O